C1(CC1)N1C(C2=C(C=C1C(F)(F)F)N=C(N2C)C2=C(C=C(C=N2)OC(C#N)(C)C)S(=O)(=O)CC)=O 2-[[6-[5-cyclopropyl-3-methyl-4-oxo-6-(trifluoromethyl)imidazo[4,5-c]pyridin-2-yl]-5-ethylsulfonyl-3-pyridinyl]oxy]-2-methyl-propionitrile